3-(4-(4-((phenylsulfonyl)methyl)-1H-imidazol-1-yl)phenyl)-5-(trifluoromethyl)-1,2,4-oxadiazol C1(=CC=CC=C1)S(=O)(=O)CC=1N=CN(C1)C1=CC=C(C=C1)C1=NOC(=N1)C(F)(F)F